N[C@@]12C(CN(C1)C1=CC3=C(C[C@H](CO3)NC(=O)C3=C(C=4C(=NC(=CC4)C)S3)N)C=C1)CCC2 N-[(3R)-7-[(3aS)-3a-amino-octahydrocyclopenta[c]pyrrol-2-yl]-3,4-dihydro-2H-1-benzopyran-3-yl]-3-amino-6-methylthieno[2,3-b]pyridine-2-carboxamide